BrC=1C(N(N=CC1N1[C@@H](CCC1)CO)COCC[Si](C)(C)C)=O 4-bromo-5-[(2S)-2-(hydroxymethyl)pyrrolidin-1-yl]-2-[[2-(trimethylsilyl)ethoxy]methyl]-2,3-dihydropyridazin-3-one